CC(C)C1CCC(C1(CN2C=NC=N2)O)CC3=CC=C(C=C3)Cl The molecule is a member of the class of cyclopentanols carrying 1,2,4-triazol-1-ylmethyl, 4-chlorobenzyl and isopropyl substituents at positions 1, 2 and 5 respectively. Used to control a range of seed diseases in rice, vegetables and other, mainly non-food, crops. It has a role as an EC 1.14.13.70 (sterol 14alpha-demethylase) inhibitor and an antifungal agrochemical. It is a member of cyclopentanols, a member of monochlorobenzenes, a member of triazoles, a tertiary alcohol, a conazole fungicide and a triazole fungicide.